1-[2-(2-fluoro-4-methylphenyl)-3-(1H-pyrrolo[2,3-b]pyridin-4-yl)-6,7-dihydropyrazolo[1,5-a]pyrazin-5(4H)-yl]prop-2-en-1-one FC1=C(C=CC(=C1)C)C1=NN2C(CN(CC2)C(C=C)=O)=C1C1=C2C(=NC=C1)NC=C2